4-(6-(4-(1H-indol-3-yl)piperidin-1-yl)thiazolo[4,5-c]pyridin-2-yl)morpholine N1C=C(C2=CC=CC=C12)C1CCN(CC1)C1=CC2=C(C=N1)N=C(S2)N2CCOCC2